O[C@H]1C[C@@](N(C1)C(=O)C1=CC(=C2N1CCC1=CC(=C(C=C21)C=2N=NN(N2)C)OC)CCC)(C(=O)N)C (2R,4S)-4-hydroxy-1-[8-methoxy-9-(2-methyltetrazol-5-yl)-1-propyl-5,6-dihydropyrrolo[2,1-a]isoquinoline-3-carbonyl]-2-methyl-pyrrolidine-2-carboxamide